3-bromo-6-chloro-2-fluoroiodobenzene C1=CC(=C(C(=C1Cl)I)F)Br